(bromo(difluoro)methyl)-trimethyl-silane BrC(F)(F)[Si](C)(C)C